Cl.C1=CC=CC=2C(C3=CC4=CC=CC=C4C=C3C(C12)=O)=O 5,12-naphthacenedione hydrochloride